ClC=1N=CSC1CCC(=O)N 3-(4-chlorothiazol-5-yl)propionamide